Methyl 1-(tert-butoxycarbonylamino)-7-(3-pyridyl)naphthalene-2-carboxylate C(C)(C)(C)OC(=O)NC1=C(C=CC2=CC=C(C=C12)C=1C=NC=CC1)C(=O)OC